1-benzyl 4-(tert-butyl) 2,2-dimethylpiperazine-1,4-dicarboxylate CC1(N(CCN(C1)C(=O)OC(C)(C)C)C(=O)OCC1=CC=CC=C1)C